4-benzyl-N-hydroxy-2-(spiro[cyclopropane-1,3'-indoline]-1'-carbonyl)-3,4-dihydro-2H-benzo[b][1,4]oxazine-6-carboxamide hydrochloride Cl.C(C1=CC=CC=C1)N1C2=C(OC(C1)C(=O)N1CC3(C4=CC=CC=C14)CC3)C=CC(=C2)C(=O)NO